C(C1=CC=CC=C1)[C@@]1(N(CCNC1)C(=O)OC(C)(CC(C)(NC=1C2=C(N=C(N1)C1=CC=NC=C1)C=NC=C2)C)C)C 2,4-dimethyl-4-{[2-(pyridin-4-yl)pyrido[3,4-d]pyrimidin-4-yl]amino}pentan-2-ol Benzyl-(2S)-2-methylpiperazine-1-carboxylate